2,4,6-tris(3,5-di-t-butyl-4-hydroxybenzyl)benzene C(C)(C)(C)C=1C=C(CC2=CC(=CC(=C2)CC2=CC(=C(C(=C2)C(C)(C)C)O)C(C)(C)C)CC2=CC(=C(C(=C2)C(C)(C)C)O)C(C)(C)C)C=C(C1O)C(C)(C)C